BrC1=NN2C(C=CC(=C2)C2=C(C=CC=C2)OC)=C1 bromo-6-(2-methoxyphenyl)pyrazolo[1,5-a]pyridine